trishydroxyethylmethyl-ammonium OCC[N+](C)(CCO)CCO